ClCC(=O)NC=1C=C(C=2N(C1)C=C(N2)C)C(F)(F)F 2-chloro-N-(2-methyl-8-(trifluoromethyl)imidazo[1,2-a]pyridin-6-yl)acetamide